C1=CC(=CC=2OC3=C(C=CC21)C=CC=C3)N Dibenzo[b,f]oxepin-3-ylamine